((N-tert-butoxycarbonyl-2-cyclopropyl-1,4-diazacycloheptane-1-yl)sulfonyl)isoquinoline C(C)(C)(C)OC(=O)N1CC(N(CCC1)S(=O)(=O)C1=NC=CC2=CC=CC=C12)C1CC1